[Br-].C1(=CC=CC=C1)C1C(OOOO1)C1=CC=CC=C1 diphenyltetraoxan bromide